(E)-5-(8-(7-Acetyl-3-ethyl-5,6,7,8-tetrahydroimidazo[1,5-a]pyrazin-1-yl)isoquinolin-3-yl)-N-(3-(2-(2,6-dioxopiperidin-3-yl)-1-oxoisoindolin-4-yl)-2-methylallyl)picolinamide C(C)(=O)N1CC=2N(CC1)C(=NC2C=2C=CC=C1C=C(N=CC21)C=2C=CC(=NC2)C(=O)NC\C(=C\C2=C1CN(C(C1=CC=C2)=O)C2C(NC(CC2)=O)=O)\C)CC